CN1[Si](CC[Si]1(CCCC)CCCC)(CCCC)CCCC 1-methyl-2,2,5,5-tetrabutyl-1-aza-2,5-disilacyclopentane